CC1(NC(N(C(C1)=O)C[C@H]1[C@@H](C1)C(N[C@H]1CC(OC2=CC=C(C=C12)C)(C)C)=O)=[NH2+])C [4,4-dimethyl-6-oxo-1-[[(1R,2R)-2-[[(4S)-2,2,6-trimethylchroman-4-yl]carbamoyl]cyclopropyl]methyl]hexahydropyrimidin-2-ylidene]ammonium